2-hydroxy-4-(2-hydroxy-3-methacryloxypropoxy)benzophenone OC1=C(C(=O)C2=CC=CC=C2)C=CC(=C1)OCC(COC(C(=C)C)=O)O